C(CCCC)C=1CC2C(CC1)C(=O)OC2=O 4-n-pentyl-4-cyclohexene-1,2-dicarboxylic acid anhydride